4-[(2-HYDROXYETHYL)THIO]PHENYLBORONIC ACID OCCSC1=CC=C(C=C1)B(O)O